C(C)(C)(C)OC(=O)N1C(C2C[C@@]2(C1)C1=C(C=CC(=C1)F)F)C(=O)O (5S)-3-(tert-butoxycarbonyl)-5-(2,5-difluorophenyl)-3-azabicyclo[3.1.0]hexane-2-carboxylic acid